((3,7-dimethyloct-6-en-1-yl)oxy)-2-methylundec-1-ene CC(CCOC=C(CCCCCCCCC)C)CCC=C(C)C